2,2'-difluoroacetophenone FCC(=O)C1=C(C=CC=C1)F